C[C@H]1O[C@H](CN(C1)C(=O)C=1C2=C(N(N1)CC(OC)C1CCN(CC1)C1=C(C(=CC=C1)C)C)CCC2)C ((2R,6S)-2,6-Dimethylmorpholino)(1-(2-(1-(2,3-dimethylphenyl)piperidin-4-yl)-2-methoxyethyl)-1,4,5,6-tetrahydrocyclopenta[c]pyrazol-3-yl)methanon